2-[3-bromo-1-(3-chloropyridin-2-yl)-1H-pyrazol-5-yl]-6-cyano-8-methyl-4H-3,1-benzoxazin-4-one BrC1=NN(C(=C1)C1=NC2=C(C(O1)=O)C=C(C=C2C)C#N)C2=NC=CC=C2Cl